4-[5-(4,6-dimethylpyrazolo[1,5-a]pyrazin-2-yl)-7-fluoro-indazol-2-yl]piperidine-1-carboxylic acid tert-butyl ester C(C)(C)(C)OC(=O)N1CCC(CC1)N1N=C2C(=CC(=CC2=C1)C1=NN2C(C(=NC(=C2)C)C)=C1)F